1-((1R,2S)-2-phenylcyclopropyl)-3-(pyridin-4-ylmethyl)urea C1(=CC=CC=C1)[C@H]1[C@@H](C1)NC(=O)NCC1=CC=NC=C1